(R)-6-((4-hydroxy-1-(3-phenylbutyryl)piperidin-4-yl)methyl)-3-(isoindolin-5-yl)-2-methyl-2H-pyrazolo[4,3-d]pyrimidin-7(6H)-one OC1(CCN(CC1)C(C[C@@H](C)C1=CC=CC=C1)=O)CN1C=NC=2C(C1=O)=NN(C2C=2C=C1CNCC1=CC2)C